ClC1=C(C=2N=C(N=C(C2C=N1)N1C[C@@](CCC1)(O)C)OCC12CC(CN2CC(C1)=C)=C)F (R)-1-(7-chloro-2-((2,6-dimethylenetetrahydro-1H-pyrrolizin-7a(5H)-yl)methoxy)-8-fluoropyrido[4,3-d]pyrimidin-4-yl)-3-methylpiperidin-3-ol